FC=1C=C(C=C(C1)F)C1CC=NN1C(=O)C12CC(C1)(C2)CN2N=C1C=NC(=CC1=C2)C#N 2-((3-(5-(3,5-difluorophenyl)-4,5-dihydro-1H-pyrazole-1-carbonyl)bicyclo[1.1.1]pentan-1-yl)methyl)-2H-pyrazolo[3,4-c]pyridine-5-carbonitrile